ClC1=C(C=C2C=C(N=CC2=C1)NC(=O)C1C(C1)C1=NC=CC=C1)C1CCN(CC1)C1(COCC1F)C N-(7-chloro-6-(1-(4-fluoro-3-methyltetrahydrofuran-3-yl)piperidin-4-yl)isoquinolin-3-yl)-2-(pyridin-2-yl)cyclopropane-1-carboxamide